Ethyl 3-(3-(3-((1-hydroxy-2-methylpropan-2-yl)oxy)-1-((tetrahydro-2H-pyran-2-yl)oxy)propyl)phenyl)propanoate OCC(C)(C)OCCC(OC1OCCCC1)C=1C=C(C=CC1)CCC(=O)OCC